rac-tert-butyl {[4-(1,5-dimethyl-1H-imidazol-4-yl)-2,5-dioxoimidazolidin-4-yl]methyl}carbamate CN1C=NC(=C1C)[C@]1(NC(NC1=O)=O)CNC(OC(C)(C)C)=O |r|